6-(3-(azetidin-1-yl)phenyl)-2-ethylphthalazin-1(2H)-one N1(CCC1)C=1C=C(C=CC1)C=1C=C2C=NN(C(C2=CC1)=O)CC